3-Amino-8-(2-fluoro-6-methoxyphenyl)-N-(3-fluoropropyl)imidazo[1,2-a]pyridine-2-carboxamide NC1=C(N=C2N1C=CC=C2C2=C(C=CC=C2OC)F)C(=O)NCCCF